C(C)O[Si](C)(C)CNC1CCCCC1 N-[(ethoxydimethylsilyl)methyl]cyclohexylamine